ClC1=C(C(N(C2=CC(=CC=C12)C)C)=O)C#N 4-Chloro-1,7-dimethyl-2-oxo-1,2-dihydroquinoline-3-carbonitrile